C(C1=CC=CC=C1)NC(=O)C=1N=NN(C1)CC(CCN1N=NC(=C1)C(=O)NC)F 1-{4-[4-(benzylcarbamoyl)-1H-1,2,3-triazol-1-yl]-3-fluorobutyl}-N-methyl-1H-1,2,3-triazole-4-carboxamide